2,6-Difluoro-3-(6-(4-methoxypiperidin-1-yl)-1-methyl-1H-pyrazolo[3,4-d]pyrimidin-3-yl)-5-(trifluoromethyl)phenol FC1=C(C(=C(C=C1C1=NN(C2=NC(=NC=C21)N2CCC(CC2)OC)C)C(F)(F)F)F)O